(R)-N-((S)-3-(2,5-difluoro-4-hydroxyphenyl)-2-(dimethylamino)propyl)-3-(pyridin-3-yl)-3-(1-(trifluoromethyl)cyclopropyl)propanamide FC1=C(C=C(C(=C1)O)F)C[C@@H](CNC(C[C@@H](C1(CC1)C(F)(F)F)C=1C=NC=CC1)=O)N(C)C